3-normal butylpyridine C(CCC)C=1C=NC=CC1